CC1=C(C(=CC2=CC=CC=C12)C)N 1,3-dimethyl-2-naphthylamine